4-(3-Aminoazepan-1-yl)-2-(2,4-difluorophenyl)phthalazin-1(2H)-one hydrochloride Cl.NC1CN(CCCC1)C1=NN(C(C2=CC=CC=C12)=O)C1=C(C=C(C=C1)F)F